C(C)(C)(C)OC(=O)N[C@@]1(COCC1)C1=CC=C(C(=O)OCC)C=C1 |r| 1-(±)-Ethyl 4-(3-((tert-butoxycarbonyl)amino)tetrahydrofuran-3-yl)benzoate